4-((2S,5R)-4-((R)-1-(4-bromophenyl)-2-methylpropyl)-2,5-dimethylpiperazin-1-yl)-2-methyl-1-(((S)-tetrahydrofuran-2-yl)methyl)-1H-[1,2,4]triazolo[3,4-b]purine BrC1=CC=C(C=C1)[C@@H](C(C)C)N1C[C@@H](N(C[C@H]1C)C=1C=2N=C(N(C2N2C(N1)=NN=C2)C[C@H]2OCCC2)C)C